N-(tert-butoxycarbonyl)-S-trityl-L-homocysteine C(C)(C)(C)OC(=O)N[C@@H](CCSC(C1=CC=CC=C1)(C1=CC=CC=C1)C1=CC=CC=C1)C(=O)O